C(C)(C)(C)N1N=C(C=C1C)NC1=CC(=C(C(=N1)C[C@@]1(C[C@H](N(CC1)C(=O)OC(C)(C)C)C)C(=O)OC(C)(C)C)F)C(C(C)C)=O di-tert-butyl (2R,4R)-4-((6-((1-(tert-butyl)-5-methyl-1H-pyrazol-3-yl) amino)-3-fluoro-4-isobutyrylpyridin-2-yl) methyl)-2-methylpiperidine-1,4-dicarboxylate